1-(difluoromethyl)-3-(3-fluorophenyl)-1H-indazole-6-carboxylic acid FC(N1N=C(C2=CC=C(C=C12)C(=O)O)C1=CC(=CC=C1)F)F